CO[SiH](O[SiH](CCCCN)OC)CCCCN 1,3-dimethoxy-1,3-bis(4-aminobutyl)disiloxane